1-(isocyanatomethyl)-4-phenoxybenzene N(=C=O)CC1=CC=C(C=C1)OC1=CC=CC=C1